6,7-dimethoxy-quinazoline-4(3H)-one COC=1C=C2C(NC=NC2=CC1OC)=O